[S].[Ca].[Ti] titanium-calcium sulfur